O[C@H](CN(C(C1=CC=C(C=C1)C1=CNC2=NC=C(N=C21)C2=CC(=C1CCN(CC1=C2)CCN2CCOCC2)C)=O)C)C (S)-N-(2-hydroxypropyl)-N-methyl-4-(2-(5-methyl-2-(2-morpholinoethyl)-1,2,3,4-tetrahydroisoquinolin-7-yl)-5H-pyrrolo[2,3-b]pyrazin-7-yl)benzamide